S(=O)(=O)([O-])O.[NH4+].[Cl-].[K+] potassium chloride ammonium sulfate